tert-Butyl 4-(1-([1,1'-biphenyl]-4-yl)-2-oxo-1,2-dihydro-3H-imidazo[4,5-b]pyridin-3-yl)-4-methylpiperidine-1-carboxylate C1(=CC=C(C=C1)N1C(N(C2=NC=CC=C21)C2(CCN(CC2)C(=O)OC(C)(C)C)C)=O)C2=CC=CC=C2